tert-butyl 2-(6-cyano-1-(2-(2-(cyanomethoxy)-5-fluorophenyl)-2-((tetrahydro-2H-pyran-4-yl) oxy) ethyl)-5-methyl-2,4-dioxo-1,2-dihydrothieno[2,3-d]pyrimidin-3(4H)-yl)-2-methylpropionate C(#N)C1=C(C2=C(N(C(N(C2=O)C(C(=O)OC(C)(C)C)(C)C)=O)CC(OC2CCOCC2)C2=C(C=CC(=C2)F)OCC#N)S1)C